methyl (E)-3-(3-(((4-(3-morpholino-1,2,4-oxadiazol-5-yl)bicyclo[2.2.2]octan-1-yl)methyl)amino)phenyl)acrylate O1CCN(CC1)C1=NOC(=N1)C12CCC(CC1)(CC2)CNC=2C=C(C=CC2)/C=C/C(=O)OC